ClC1=C(OC2=NN(C(=C2)C)C(=O)N)C(=CC(=C1)C(F)(F)F)F 3-(2-chloro-6-fluoro-4-trifluoromethylphenoxy)-5-methyl-1H-pyrazole-1-carboxamide